NC1=C(C(=NN1C1=C(C=C(C=C1Cl)C(F)(F)F)Cl)C#N)S(=O)C(F)(F)F 5-amino-3-cyano-1-(2,6-dichloro-4-trifluoromethylphenyl)-4-trifluoromethylsulfinylpyrazole